(S)-4-(7'-(3,5-difluorophenyl)-1'-oxodihydro-1'H,3'H,5'H-spiro[piperidine-4,2'-pyrazolo[1,2-a]pyrazol]-1-yl)pyrimidine-2-carbonitrile FC=1C=C(C=C(C1)F)[C@@H]1CCN2N1C(C1(C2)CCN(CC1)C1=NC(=NC=C1)C#N)=O